ClC1=NC(=NC=C1C(=O)OCC)SC ethyl 4-chloro-2-(methylsulfanyl)pyrimidine-5-carboxylate